1-[[7-fluoro-4-(3,3,3-trifluoropropyl)-3H-imidazo[4,5-c]pyridine-2-yl]methyl]-3-nitro-pyridin-2-one FC=1C2=C(C(=NC1)CCC(F)(F)F)NC(=N2)CN2C(C(=CC=C2)[N+](=O)[O-])=O